tert-Butyl 2-{[(2-amino-4,5-difluorophenyl)methyl]amino}acetate NC1=C(C=C(C(=C1)F)F)CNCC(=O)OC(C)(C)C